NC1=C(C(=O)N(C)C)C=C(C=N1)C=1C=C2C(=NC=NC2=CC1)NC(C)C1=CC=CC=C1 2-amino-N,N-dimethyl-5-(4-((1-phenylethyl)amino)quinazolin-6-yl)nicotinamide